BENZOYLGLYCINE C(C1=CC=CC=C1)(=O)NCC(=O)O